(1R,5S,6s)-6-hydroxy-3-azabicyclo[3.1.0]Hexane-3-carboxylic acid tert-butyl ester C(C)(C)(C)OC(=O)N1C[C@@H]2C([C@@H]2C1)O